((7-ethyl-6-oxo-5,6-dihydro-1,5-naphthyridin-3-yl)methyl)-N,2-dimethyl-1',2',3',6'-tetrahydro-[3,4'-bipyridine]-2',2',6',6'-d4-6-carboxamide C(C)C=1C(NC=2C=C(C=NC2C1)CC1=C(C(=NC(=C1)C(=O)NC)C)C=1CC(NC(C1)([2H])[2H])([2H])[2H])=O